[3-(9H-carbazol-9-yl)phenyl][1,1':4',1''-terphenyl]-4-amine C1=CC=CC=2C3=CC=CC=C3N(C12)C=1C=C(C=CC1)C1=C(C=CC(=C1)N)C1=CC=C(C=C1)C1=CC=CC=C1